[N+](=O)([O-])C=1C=C2CCC3N(C2=CC1)CCNC3 8-nitro-2,3,4,4a,5,6-hexahydro-1H-pyrazino[1,2-a]quinoline